C(C\C=C/CC)=O (Z)-hex-3-en-1-al